FC1=C(C(=CC(=C1)OC)F)[C@H]1[C@@H](/C(/NC1)=N/N1CCOCC1)NC(=O)NC1=CC=C(C=C1)F |o1:10,11| (-)-1-[(3S*,4R*,Z)-4-(2,6-difluoro-4-methoxyphenyl)-2-(morpholinoimino)pyrrolidin-3-yl]-3-(4-fluorophenyl)urea